(5R)-2-[(3R)-5,5-difluoropiperidin-3-yl]-5-methyl-1λ6,2-thiazolidine-1,1-dione FC1(C[C@H](CNC1)N1S([C@@H](CC1)C)(=O)=O)F